ClC1=CC=C(C=N1)C1=CC(=NC(=C1F)C)C1=NOC(=N1)C1=NC=C(C=C1)F 3-(6-chloro-5'-fluoro-6'-methyl-[3,4'-bipyridin]-2'-yl)-5-(5-fluoropyridin-2-yl)-1,2,4-oxadiazole